(R)-N-((2,3-dihydrothieno[3,4-b]furan-6-yl)methyl)-2-(9-(pyridin-2-yl)-6-oxaspiro[4.5]decan-9-yl)ethylamine O1C=2C(CC1)=CSC2CNCC[C@]2(CCOC1(CCCC1)C2)C2=NC=CC=C2